6-(4-(hydroxymethyl)thiazol-2-yl)picolinic acid methyl ester COC(C1=NC(=CC=C1)C=1SC=C(N1)CO)=O